C(CCC)C1=CC=C(C=C1)S(=O)(=O)NC1=C(C(=O)O)C=C(C=C1)NC(CCNC(C1=CC(=C(C=C1)NS(=O)(=O)C1=CC=C(C=C1)CCCC)C(=O)O)=O)=O 2-((4-butylphenyl)sulfonamido)-5-(3-(4-((4-butylphenyl)sulfonamido)-3-carboxy-benzamido)propanamido)benzoic acid